C(C)SC1=C(C(=CC(=C1)Br)C)[N+](=O)[O-] 2-ethylsulfanyl-4-bromo-6-methylnitrobenzene